2-iodomethyl-benzyl-triphenylphosphine iodide [I-].ICC1=C(CC2=C(C=CC=C2)P(C2=CC=CC=C2)C2=CC=CC=C2)C=CC=C1